1-(deoxy-β-D-ribofuranosyl)-3-nitropyrrole [C@@H]1(C[C@H](O)[C@H](O1)CO)N1C=C(C=C1)[N+](=O)[O-]